FC1=NC=C(C(=O)O)C=C1C 6-fluoro-5-methylnicotinic acid